C[C@@H]1CN(C[C@H]2N1CC1=CC(=CC=C21)N2CC1(C2)OCCNC1)C1=C2C=CC(=NC2=C(C=C1)C#N)[2H] 5-[(4R,10bS)-4-methyl-8-(5-oxa-2,8-diazaspiro[3.5]-non-2-yl)-3,4,6,10b-tetrahydro-1H-pyrazino[2,1-a]isoindol-2-yl]-2-deutero-quinoline-8-carbonitrile